C(C)(C)(C)C1=NOC(=N1)C(=O)N[C@H](C)C1=C(C=C(C=C1)C1=NC=NC=2NC3=CC(=CC=C3C21)\C=C\OCC)C (R,E)-3-(tert-butyl)-N-(1-(4-(7-(2-ethoxyvinyl)-9H-pyrimido[4,5-b]indol-4-yl)-2-methylphenyl)ethyl)-1,2,4-oxadiazole-5-carboxamide